tert-butyl (3S,5S)-5-(2-hydroxypropan-2-yl)pyrrolidin-3-ylcarbamate OC(C)(C)[C@@H]1C[C@@H](CN1)NC(OC(C)(C)C)=O